ClC1=C(C=CC2=C1C(=NC(C=1N2C=CC(N1)=O)C)C1=C(C=CC=C1F)F)C(F)(F)F 8-chloro-7-(2,6-difluorophenyl)-5-methyl-3-oxo-9-(trifluoromethyl)-5H-pyrimido[1,2-a][1,4]benzodiazepine